2-chloro-4-((2-isopropoxy-4-(methylsulfonyl)phenyl)amino)pyrimidine-5-carbonitrile ClC1=NC=C(C(=N1)NC1=C(C=C(C=C1)S(=O)(=O)C)OC(C)C)C#N